5-(aminomethyl)-3-bromopyrido[2,3-d]Pyridazin-8(7H)-one NCC=1C2=C(C(NN1)=O)N=CC(=C2)Br